tert-butyl (4R,7S)-2-[4-hydroxy-7-[3-(2-methoxyethoxy)-2-pyridyl]thieno[3,2-c]pyridin-6-yl]-4,7-dimethyl-6,7-dihydro-4H-pyrazolo[1,5-a]pyrazine-5-carboxylate OC1=NC(=C(C2=C1C=CS2)C2=NC=CC=C2OCCOC)C2=NN1C([C@H](N(C[C@@H]1C)C(=O)OC(C)(C)C)C)=C2